5-(3-cyclopropyl-1-(2,4-dioxo-3,4-dihydropyrimidin-1(2H)-yl) propyl)-2-fluorophenylcarbamate C1(CC1)CCC(N1C(NC(C=C1)=O)=O)C=1C=CC(=C(C1)NC([O-])=O)F